(3S,4S)-1-methyl-4-((5-methyl-4-(methylamino)-7,8-dihydro-6H-cyclopenta[5,6]pyrido[2,3-d]pyrimidin-2-yl)amino)pyrrolidin-3-yl isobutyrate C(C(C)C)(=O)O[C@H]1CN(C[C@@H]1NC=1N=C(C2=C(N1)N=C1C(=C2C)CCC1)NC)C